C(C)(C)OCCNC1=CNC(=C1)Cl 3-((2-isopropoxyethyl)amino)-5-chloro-1H-pyrrole